(4-amino-2,3-dihydro-1H-inden-2-yl)methanol NC1=C2CC(CC2=CC=C1)CO